NCC1CCC(CC1)CNCC1CCC(CC1)CN bis((4-aminomethyl-cyclohexyl)methyl)amine